FC(C1C2=NN=C(C=3C=CC(=C(C(NCCCCC1)=O)N3)C(F)(F)F)O2)(F)F 6,15-bis(trifluoromethyl)-19-oxa-3,4,12,18-tetrazatricyclo[12.3.1.12,5]nonadeca-1(18),2,4,14,16-pentaen-13-one